4-(6-methoxy-[1,2,4]triazolo[1,5-a]pyridin-2-yl)-N1-methyl-2,7-naphthyridine-1,6-diamine COC=1C=CC=2N(C1)N=C(N2)C2=CN=C(C1=CN=C(C=C21)N)NC